3-(quinolin-3-yl)-3-(4-(3-(5,6,7,8-tetrahydro-1,8-naphthyridin-2-yl)propyl)-2H-1,2,3-triazol-2-yl)propanoic acid N1=CC(=CC2=CC=CC=C12)C(CC(=O)O)N1N=CC(=N1)CCCC1=NC=2NCCCC2C=C1